FC(OC1=CC=CC=C1)(F)F (trifluoromethoxy)benzene